C(C1=CC(O)=C(O)C(O)=C1)(=O)[C@]1(O)[C@H](O)[C@@H](O)[C@H](O)[C@H](O1)CO 1-galloyl-β-D-glucose